C(C1=CC=CC=C1)[Si](O[Si](C)(CC1=CC=CC=C1)CC1=CC=CC=C1)(OCC)CC1=CC=CC=C1 1,1,3,3-tetrabenzyl-1-ethoxy-3-methyldisiloxane